CC1=C(C=C(C=C1)NC(=O)N1C2CNCC1C2)C2=NC=CC=C2 N-(4-methyl-3-(pyridin-2-yl)phenyl)-3,6-diazabicyclo[3.1.1]heptane-6-carboxamide